(1aR,7bS)-5-fluoro-1a,7b-dihydro-2H-oxireno[2,3-c]chromene FC=1C=CC=2[C@H]3[C@@H](COC2C1)O3